3-methyl-N-(quinolin-8-yl)pyrazine-2-sulfonamide CC=1C(=NC=CN1)S(=O)(=O)NC=1C=CC=C2C=CC=NC12